CC1(CCC(CC1)C(=C)C)O 1-methyl-4-(1-methyl-vinyl)cyclohexanol